Cl.N[C@H](C(=O)OC(C(=O)N(C)C)C(C)C)CC1=CC(=CC=C1)S(=O)(=O)N1CC(C1)(OC1=CC=C(C=C1)F)C1=CC=C(C=C1)Cl 1-(Dimethylamino)-3-methyl-1-oxobutan-2-yl (2S)-2-amino-3-{3-[3-(4-chlorophenyl)-3-(4-fluorophenoxy)azetidin-1-sulfonyl]phenyl}propanoate monohydrochloride